CC1C(NC=2C=C(C3=C(C2N1)C=CC=C3)C(=O)OC)=O methyl 2-methyl-3-oxo-1,2,3,4-tetrahydrobenzo[f]quinoxaline-6-carboxylate